3-[4-chloro-3-(1,2,4-triazol-1-yl)phenoxy]-5-(3,5-dichloro-4-fluoro-phenyl)-5-(trifluoromethyl)-4H-isoxazole ClC1=C(C=C(OC2=NOC(C2)(C(F)(F)F)C2=CC(=C(C(=C2)Cl)F)Cl)C=C1)N1N=CN=C1